(3R,7S)-3-(((benzyloxy)carbonyl)amino)-7-methyl-4-oxo-2,3,4,7-tetrahydro-1H-azepine-1-carboxylic acid benzyl ester C(C1=CC=CC=C1)OC(=O)N1C[C@H](C(C=C[C@@H]1C)=O)NC(=O)OCC1=CC=CC=C1